7-amino-1H-benzotriazole-4-ol NC1=CC=C(C2=C1NN=N2)O